1-(benzenesulfonyl)-4-bromo-5-azaindole C1(=CC=CC=C1)S(=O)(=O)N1C=CC2=C(N=CC=C12)Br